2-bromo-1-(2-fluorophenyl)-1-(2-methoxymethoxy-5-methyl-phenyl)-ethene BrC=C(C1=C(C=CC(=C1)C)OCOC)C1=C(C=CC=C1)F